FC1([C@H](CC1)[C@H](O)C1=CC=2C(=NC(=CC2)C2=CC=3C(N=C2)=NN(C3)C)S1)F (S)-((1R)-2,2-difluorocyclobutyl)(6-(2-methyl-2H-pyrazolo[3,4-b]pyridin-5-yl)thieno[2,3-b]pyridin-2-yl)methanol